2-oxa-7-azaspiro[3.5]nonanoic acid C1(OCC12CCNCC2)C(=O)O